5-methyl-1-[6-[5-[(6-methylpyridazin-3-yl)amino]benzimidazol-1-yl]-3-[rac-(1S)-1-hydroxyethyl]-2-pyridinyl]pyrazole-3-carbonitrile CC1=CC(=NN1C1=NC(=CC=C1[C@H](C)O)N1C=NC2=C1C=CC(=C2)NC=2N=NC(=CC2)C)C#N |r|